Cl.ClC1=C(C=CC=C1)C1=CC(=C(C=C1)N1C[C@H](CC1)OC1=NC=CC=C1Cl)CN (S)-(2'-chloro-4-(3-(3-chloropyridin-2-yloxy)pyrrolidin-1-yl)biphenyl-3-yl)methylamine hydrochloride